C12(CC3CC(CC(C1)C3)C2)S(=O)N2[C@@H](CCCC2)C2=NC(=NO2)CCCC2=CC=CC=C2 5-((2S)-1-((adamantan-1-yl)sulfinyl)piperidin-2-yl)-3-(3-phenylpropyl)-1,2,4-oxadiazole